tert-Butyl 4-chloro-2-[[3,7-dimethyl-2,6-dioxo-8-[[1-(2-trimethylsilylethoxymethyl)imidazol-2-yl]amino]purin-1-yl]methyl]indole-1-carboxylate ClC1=C2C=C(N(C2=CC=C1)C(=O)OC(C)(C)C)CN1C(N(C=2N=C(N(C2C1=O)C)NC=1N(C=CN1)COCC[Si](C)(C)C)C)=O